C(CCCCCC)[N+]1=CC=C(C=C1)C1=CC=[N+](C=C1)CCCCCCC diheptyl-4,4'-bipyridinium